C(#C)C1=NNC=2C=NC=NC21 3-Ethynylpyrazolopyrimidine